FC(C=1C=C(C=C(C1)C(F)(F)F)NC(=S)NC1CCCCC1)(F)F 1-(3,5-bis(trifluoromethyl)phenyl)-3-cyclohexyl-thiourea